5-[2-[5-(2-aminoethyl)pyrimidin-2-yl]-5-fluorophenoxy]-N,N-diethyl-1-methylpyrazole-3-amine NCCC=1C=NC(=NC1)C1=C(OC2=CC(=NN2C)N(CC)CC)C=C(C=C1)F